(3as,6s,6as)-6-(5,6-dichloro-1,2,3,4-tetrahydroquinoline-1-carbonyl)-2,2-dimethyltetrahydro-4H-[1,3]dioxolo[4,5-c]pyrrol-4-one ClC1=C2CCCN(C2=CC=C1Cl)C(=O)[C@H]1NC([C@@H]2[C@H]1OC(O2)(C)C)=O